CS(=O)(=O)OCC=1C=NC=C(C1)F (5-fluoropyridin-3-yl)methyl methanesulfonate